Cl.S1N=CC=C1C1([C@H]2CNC[C@@H]12)CN1C(C2=CC=CC=C2C1=O)=O 2-(((1R,5S,6r)-6-(isothiazol-5-yl)-3-azabicyclo[3.1.0]hexan-6-yl)methyl)isoindoline-1,3-dione hydrochloride